N1=CC=C(C=C1)C1=NC2=CN=CC=C2C(=C1)N1CCC2(CCNC2)CC1 (pyridin-4-yl)-4-(2,8-diazaspiro[4.5]decan-8-yl)-1,7-naphthyridine